NC=1N=C(SC1C(C1=CC=C(C=C1)OCC(=O)NCC1=CC=C(C=C1)OC)=O)N(C1=CC=C(C=C1)F)C(C(=O)N)C (N-[4-amino-5-[4-[2-[(4-methoxyphenyl)methylamino]-2-oxo-ethoxy]benzoyl]thiazol-2-yl]-4-fluoro-anilino)propanamide